methyl 8-chloro-[1,2,4]triazolo[4,3-a]pyridine-6-carboxylate ClC=1C=2N(C=C(C1)C(=O)OC)C=NN2